1-(1Z-hexadecenyl)-2-(9Z-tetradecenoyl)-glycero-3-phospho-(1'-sn-glycerol) CCCCCCCCCCCCCC/C=C\OC[C@H](COP(=O)(O)OC[C@H](CO)O)OC(=O)CCCCCCC/C=C\CCCC